C(C(C)C)C1OCCC(C1)(O)C 2-iso-butyl-4-methyltetrahydro-2H-pyran-4-ol